FC1=CC=C(CN(C(=S)NCC2=CC=C(C=C2)OCC(C)C)C2CCN(CC2)C)C=C1 (4-fluorobenzyl)-3-(4-isobutoxybenzyl)-1-(1-methylpiperidin-4-yl)thiourea